C(#N)C1=C(C=C(C=N1)N1C(N(C2(CCC2)C1=O)C1=CC(=C(C(=O)NC)C=C1)F)=S)C(F)(F)F 4-(7-(6-cyano-5-(trifluoromethyl)pyridin-3-yl)-8-oxo-6-thioxo-5,7-diazaspiro[3.4]octan-5-yl)-2-fluoro-N-methylbenzamide